ClC1=NC=C(C(=N1)C=1C=CC2=C(C=NOB2O)C1C)NC(C)C=1C=C(C=C2C(C(=C(OC12)C(C)C)C)=O)C 8-(1-((2-chloro-4-(1-hydroxy-5-methyl-1H-benzo[d][1,2,6]oxazaborinin-6-yl)pyrimidin-5-yl)amino)ethyl)-2-isopropyl-3,6-dimethyl-4H-chromen-4-one